1-(2-(dimethylamino)ethyl)-N4-(4-(7-methoxy-1H-indol-3-yl)pyrimidin-2-yl)-N1-methylbenzene-1,2,4-triamine CN(CCC1(C(C=C(C=C1)NC1=NC=CC(=N1)C1=CNC2=C(C=CC=C12)OC)N)NC)C